C(C1=CC=CC=C1)C(C(=O)NC=1C(=NC2=C(C=CC=C2C1)F)C)CC(C)(C)C 2-benzyl-N-(8-fluoro-2-methyl-3-quinolinyl)-4,4-dimethyl-pentanamide